COC1=CC=C(CN(C2=NC=C(C=C2C(C)NCCO)F)CC2=CC=C(C=C2)OC)C=C1 2-((1-(2-(bis(4-methoxybenzyl)amino)-5-fluoropyridin-3-yl)ethyl)amino)ethan-1-ol